1,8-octanedione C(CCCCCCC=O)=O